CC(=CCO)CSSC1=NC=CC=C1 3-methyl-4-(2-pyridyldithio)-2-buten-1-ol